Methyl 1-(7-bromo-3,4-dihydro-2H-thieno[3,4-b][1,4]oxazine-5-carboxamido)cyclobutane-1-carboxylate BrC=1SC(=C2C1OCCN2)C(=O)NC2(CCC2)C(=O)OC